6-[4-[acetyl(oxetan-3-ylmethyl)amino]-3-methyl-phenyl]-N-(3-pyridylmethyl)pyridine-3-carboxamide C(C)(=O)N(C1=C(C=C(C=C1)C1=CC=C(C=N1)C(=O)NCC=1C=NC=CC1)C)CC1COC1